C(C)(C)(C)N1N=C(C(=C1C)O)C1=C(C=CC=C1)S(=O)(=O)C 1-(tert-Butyl)-3-(2-(methylsulfonyl)phenyl)-5-methyl-pyrazole-4-ol